ethyl N-(4-methoxybenzyl)-P-(4-(5-(trifluoromethyl)-1,2,4-oxadiazol-3-yl)benzyl)phosphonamidate COC1=CC=C(CNP(OCC)(=O)CC2=CC=C(C=C2)C2=NOC(=N2)C(F)(F)F)C=C1